C(C1=CC=CC=C1)OC[C@H]1OC1 (2S)-2-[(benzyloxy)methyl]oxirane